C1(C=CC2=CC=CC=C12)CCC1C=CC2=CC=CC=C12 1,2-diindenyl-ethane